BrC1=C(C(=CC(=C1)C)C)N1CCCN(S1(=O)=O)CC(=O)NC1C2CC3(CC(CC1C3)C2)C(=O)N 4-(2-(6-(2-bromo-4,6-dimethylphenyl)-1,1-dioxido-1,2,6-thiadiazinan-2-yl)acetamido)adamantan-1-carboxamide